(S)-N-((S)-1-cyclohexyl-2-((R)-4-(6-methoxy-1-methyl-1H-indole-2-carbonyl)-3-methylpiperazin-1-yl)-2-oxoethyl)-2-(methylamino)propan-amide C1(CCCCC1)[C@@H](C(=O)N1C[C@H](N(CC1)C(=O)C=1N(C2=CC(=CC=C2C1)OC)C)C)NC([C@H](C)NC)=O